oxan-4-ylacetate O1CCC(CC1)CC(=O)[O-]